3a,7a-dihydro-1H-pyrazolo[3,4-b]pyridine-4-carboxylic acid ethyl ester C(C)OC(=O)C=1C2C(N=CC1)NN=C2